t-butyl (3R)-3-hydroxymethyl-piperidin-1-carboxylate OC[C@H]1CN(CCC1)C(=O)OC(C)(C)C